ClC1=NC=C(C(=N1)Cl)C(=O)NC1=C(C=CC=C1CC)Cl 2,4-dichloro-N-(2-chloro-6-ethylphenyl)pyrimidine-5-carboxamide